1,3-butylene glycol di-acrylate C(C=C)(=O)OCCC(C)OC(C=C)=O